FC1=C(CC2=C(C(=CC(=C2)C)C)O)C=CC(=C1)F 2-(2,4-difluorobenzyl)-4,6-dimethylphenol